ClC1=CC2=C(C=N1)CC1(C(N(C3=NC=CC=C31)COCC[Si](C)(C)C)=O)C2 3-chloro-1'-((2-(trimethylsilyl)ethoxy)methyl)-5,7-dihydrospiro[cyclopenta[c]pyridine-6,3'-pyrrolo[2,3-b]pyridine]-2'(1'H)-one